NCC=1C=C(C=CC1N1CCN(CC1)C)NC=1N=CC2=C(N1)NC(C=C2C#C[Si](C(C)C)(C(C)C)C(C)C)=O 2-((3-(Aminomethyl)-4-(4-methylpiperazin-1-yl)phenyl)amino)-5-((triisopropylsilyl)ethynyl)pyrido[2,3-d]pyrimidin-7(8H)-one